N-(2-(6-hydroxyquinolin-4-yl)ethyl)acetamide OC=1C=C2C(=CC=NC2=CC1)CCNC(C)=O